CC(CC(=O)C1=C(C(=C(OCC=2C=C(C=CC2)C2=CC(=CC=C2)NC(=O)NS(=O)(=O)C)C=C1)C)O)(C)C N-((3'-((4-(3,3-Dimethylbutanoyl)-3-hydroxy-2-methylphenoxy)methyl)-[1,1'-biphenyl]-3-yl)carbamoyl)methanesulfonamide